ClC1=C(C=CC=C1C)S(=O)(=O)NC1=C(C=C(C=C1F)C#CC1=CC=CC=C1)F chloro-N-[2,6-difluoro-4-(2-phenylethynyl)phenyl]-3-methylbenzene-1-sulfonamide